C(C=C)(=O)N1C(CN(CC1)C=1C2=C(N=CN1)C=C(N=C2)C2=CC(=CC1=CC=CC=C21)O)C#N 1-acryloyl-4-(7-(3-hydroxynaphthalen-1-yl)pyrido[4,3-d]pyrimidin-4-yl)piperazine-2-carbonitrile